N1=C(C=CC=C1)/C=C/C=1C=C(C(=O)OC)C=CC1 Methyl (E)-3-(2-(pyridin-2-yl)vinyl)benzoate